4-((S)-1-((R)-2-((4-cyclopropylbenzyl)oxy)-3-methylbutanoylamino)ethyl)benzoic acid C1(CC1)C1=CC=C(CO[C@@H](C(=O)N[C@@H](C)C2=CC=C(C(=O)O)C=C2)C(C)C)C=C1